C(CCCCCCCCCCCCCCCCCCC)(=O)[O-].[Ca+2].C(CCCCCCCCCCCCCCCCCCC)(=O)[O-] calcium eicosanate